ClC1=C2C=C(C=NC2=NC(=C1)OCC1=CC=C(C=C1)OC)N1CC(N(CC1)C(=O)OC(C)(C)C)C tert-butyl 4-{5-chloro-7-[(4-methoxyphenyl)methoxy]-1,8-naphthyridin-3-yl}-2-methylpiperazine-1-carboxylate